C(N)(=N)C1=CC=C(S1)[C@@H](C)NC(=O)[C@H]1N(C[C@@H](C1)OC(F)F)C(CNC(C1=CC=C(C=C1)OC1=CC=C(C=C1)F)=O)=O (2S,4R)-N-((R)-1-(5-carbamimidoylthiophen-2-yl)ethyl)-4-(difluoromethoxy)-1-((4-(4-fluorophenoxy)benzoyl)glycyl)pyrrolidine-2-carboxamide